FC1=CC(=CC=2N(C(C3=CC(=CC=C3C12)OC)=O)COCC[Si](C)(C)C)OC 1-Fluoro-3,8-dimethoxy-5-((2-(trimethylsilyl)ethoxy)methyl)phenanthridin-6(5H)-one